[Si](C)(C)(C(C)(C)C)OC[C@]([C@H](CC(=C)C)O)(C)C=1C(=NC(=NC1)SC)Cl |o1:9,10| rel-(2S,3S)-1-((tert-butyldimethylsilyl)oxy)-2-(4-chloro-2-(methylthio)pyrimidin-5-yl)-2,5-dimethylhex-5-en-3-ol